3-(dispiro[2.0.2.1]hept-7-ylmethoxy)-1H-pyrazole C1CC12C1(CC1)C2COC2=NNC=C2